1,5-dimethyl-8-azabicyclo[3.2.1]octan-3-one oxalic acid salt C(C(=O)O)(=O)O.CC12CC(CC(CC1)(N2)C)=O